methyl (E)-4-ethoxy-2-oxobut-3-enoate C(C)O/C=C/C(C(=O)OC)=O